3,3,5-trimethylcyclohex-anol CC1(CC(CC(C1)C)O)C